C(#N)C1=NN(C(=C1)B(O)O)C (3-cyano-1-methyl-1H-pyrazol-5-yl)boronic acid